1-(3-(trifluoromethyl)phenoxy)propan-2-one ethyl-3-(((tert-butyldimethylsilyl)oxy)methyl)azetidine-3-carboxylate trifluoroacetate FC(C(=O)O)(F)F.C(C)OC(=O)C1(CNC1)CO[Si](C)(C)C(C)(C)C.FC(C=1C=C(OCC(C)=O)C=CC1)(F)F